ClC1=C(C=CC=C1)[C@@H]1CCC=2N1N=C(N2)C(CC)=O 1-[(5S)-5-(2-chlorophenyl)-6,7-dihydro-5H-pyrrolo[1,2-b][1,2,4]triazol-2-yl]propan-1-one